FC(CN1N=C(C(=C1)C1=NC(=NC=C1)SC)C=1C=NC=CC1)F 4-(1-(2,2-Difluoroethyl)-3-(pyridin-3-yl)-1H-pyrazol-4-yl)-2-(methylthio)pyrimidine